2-{[2-(4-methoxypyridin-2-yl)-5H,6H,7H-cyclopenta[d]pyrimidin-4-yl](methyl)amino}-N-(oxan-4-yl)acetamide COC1=CC(=NC=C1)C=1N=C(C2=C(N1)CCC2)N(CC(=O)NC2CCOCC2)C